4-bromo-2-fluoro-6-sulfanyl-benzoic acid BrC1=CC(=C(C(=O)O)C(=C1)S)F